C(C)(C)(C)C1CC(C(CC1)C(=O)O)C(=O)O 4-tert-butylcyclohexane-1,2-dicarboxylic acid